(3aR,7aS)-Octahydro-2H-benzo[d]imidazol-2-one N1C(N[C@H]2[C@@H]1CCCC2)=O